(3S,4S,5R)-1-(((S)-1-(6-(trifluoromethyl)pyridin-2-yl)pyrrolidin-3-yl)methyl)piperidine-3,4,5-triol FC(C1=CC=CC(=N1)N1C[C@@H](CC1)CN1C[C@@H](C([C@@H](C1)O)O)O)(F)F